3-hydroxy-3-(2-oxo-2-(4-(trifluoromethoxy)phenyl)ethyl)indol-2-one OC1(C(NC2=CC=CC=C12)=O)CC(C1=CC=C(C=C1)OC(F)(F)F)=O